O=C1NC(CCC1NC1=C(C=C(C=C1)N1CCN(CC1)C(CN1CCC(CC1)COC=1C=NC(=NC1)C=1C=C(CN2N=CC=CC2=O)C=CC1)=O)F)=O 1-(3-(5-((1-(2-(4-(4-((2,6-dioxopiperidin-3-yl)amino)-3-Fluorophenyl)piperazin-1-yl)-2-oxoethyl)piperidin-4-yl)methoxy)pyrimidin-2-yl)benzyl)-6-oxo-1,6-dihydropyridazine